NC(C[C@@H](C(=O)NCCCCCCC)NC(OC1=CC=CC=C1)=O)=O Phenyl (S)-(4-amino-1-(heptylamino)-1,4-dioxobutan-2-yl)carbamate